1-(4-((2-((3H-[1,2,3]triazolo[4,5-b]pyridin-3-yl)oxy)-6-(trans-4-(3,4-dihydroisoquinolin-2(1H)-yl)-3-hydroxypiperidine-1-carbonyl)-pyrimidin-4-yl)amino)piperidin-1-yl)ethan-1-one N1=NN(C2=NC=CC=C21)OC2=NC(=CC(=N2)NC2CCN(CC2)C(C)=O)C(=O)N2C[C@H]([C@@H](CC2)N2CC1=CC=CC=C1CC2)O